N-((1,2,4-oxadiazol-3-yl)methyl)-2-(2-ethoxypyridin-3-yl)-5-isopropyl-7-methylimidazo[1,5-b]pyridazin-4-amine O1N=C(N=C1)CNC=1C=2N(N=C(C1)C=1C(=NC=CC1)OCC)C(=NC2C(C)C)C